3-(4-((3-benzhydryl-imidazolidin-1-yl)methyl)-1-oxoisoindolin-2-yl)piperidine-2,6-dione C(C1=CC=CC=C1)(C1=CC=CC=C1)N1CN(CC1)CC1=C2CN(C(C2=CC=C1)=O)C1C(NC(CC1)=O)=O